C1(CC1)N1N=CC2=C(C(=CC=C12)[N+](=O)[O-])N1C[C@@H](CCC1)CNC(OC(C)(C)C)=O (S)-tert-butyl ((1-(1-cyclopropyl-5-nitro-1H-indazol-4-yl)piperidin-3-yl)methyl)carbamate